5-bromo-2-methoxy-4-methylpyridine BrC=1C(=CC(=NC1)OC)C